2,4-Di-O-acetyl-1,6-anhydro-3-O-benzyl-β-L-idopyranose C(C)(=O)O[C@H]1[C@@H]2O[C@H]([C@H]([C@@H]1OCC1=CC=CC=C1)OC(C)=O)CO2